ClC1=CC2=C(C(CO2)NC)C=C1F 6-chloro-5-fluoro-N-methyl-2,3-dihydrobenzofuran-3-amine